C(C)(C)(C)C1N(CCC2CCN(CC12)C\C=C\C(=C=O)OC)C(=O)OC1(C(C(C2=C(C=CC=C12)C)(C)C)(C)C)C hexaMethyl-indanol tert-butyl-(E)-7-(4-methoxy-4-carbonylbut-2-en-1-yl)octahydro-2,7-naphthyridine-2(1H)-carboxylate